(R)-N-(5-(5-(6-(3-cyanopyrrolo[1,2-b]pyridazin-7-yl)-4-(isopropylamino)pyridin-3-yl)-1,3,4-thiadiazol-2-yl)-5-azaspiro[2.4]heptan-7-yl)acetamide C(#N)C1=CC=2N(N=C1)C(=CC2)C2=CC(=C(C=N2)C2=NN=C(S2)N2CC1(CC1)[C@H](C2)NC(C)=O)NC(C)C